ethyl 2-(2-((3'-amino-1-isopropyl-1H,1'H-[5,7'-biindazol]-3-yl)methoxy)phenyl)acetate NC1=NNC2=C(C=CC=C12)C=1C=C2C(=NN(C2=CC1)C(C)C)COC1=C(C=CC=C1)CC(=O)OCC